FC(C1=CC=CC=2N(C=NC21)CC2=CC=C(C=C2)B2OC(C(O2)(C)C)(C)C)F 4-(difluoromethyl)-1-((4-(4,4,5,5-tetramethyl-1,3,2-dioxaborolan-2-yl)phenyl)-methyl)-1,3-benzodiazole